3-[METHYL(3-METHYLBUTYL)AMINO]PROPANAL CN(CCC=O)CCC(C)C